octadecyl-3-(3,5-di-tert-Butyl-1-hydroxyphenyl)propionate C(CCCCCCCCCCCCCCCCC)OC(CCC1(CC(=CC(=C1)C(C)(C)C)C(C)(C)C)O)=O